COC(=O)C1CCC(CC1)C1=CC2=C(N=C(N=C2N[C@H](C)C2=CC(=CC(=C2)C(F)(F)F)[N+](=O)[O-])C)C=N1.C1=CC=CC2=CC3=CC=CC=C3C(=C12)C1=NC=CC=C1 2-(anthracene-9-yl)pyridine Methyl-(1R,4R)-4-(2-methyl-4-((1-(3-nitro-5-(trifluoromethyl)phenyl)ethyl)amino)pyrido[3,4-d]pyrimidin-6-yl)cyclohexane-1-carboxylate